IC1=CC2=C(N=CN=C2N2C(N(C(CC2)=O)COCC[Si](C)(C)C)=O)O1 1-(6-iodofuro[2,3-d]pyrimidin-4-yl)-3-((2-(trimethylsilyl)ethoxy)methyl)dihydropyrimidine-2,4(1H,3H)-dione